ClC1=C(OC2=C(C=C(C(=C2)C)[N+](=O)[O-])C2=CN(C3=C(N=CC=C32)OC)C)C=CC(=C1)F 3-(2-(2-Chloro-4-fluorophenoxy)-4-methyl-5-nitrophenyl)-7-methoxy-1-methyl-1H-pyrrolo[2,3-c]pyridine